CN(C)CCO dimethylaminoethanol